C(C=C)C1(COCC1)NC1=NC(=C(C=C1C(F)(F)F)[N+](=O)[O-])C=1OC(=NN1)[C@](CCC=C)(C(F)(F)F)OCC1=CC=CC=C1 N-(3-allyltetrahydrofuran-3-yl)-6-[5-[(1R)-1-benzyloxy-1-(trifluoromethyl)pent-4-enyl]-1,3,4-oxadiazol-2-yl]-5-nitro-3-(trifluoromethyl)pyridin-2-amine